BrC1=C(CN2CCOCC2)C=C(C(=C1)[N+](=O)[O-])OC 4-(2-bromo-5-methoxy-4-nitrobenzyl)morpholine